C(C)(C)(C)C=1C=C(C=C(C1)C(C)(C)C)C1=CC=2N(C3=CC(=CC=C3C2C=C1)C1=CC(=CC(=C1)C(C)(C)C)C(C)(C)C)C(=O)N 2,7-bis(3,5-di-tert-butylphenyl)-9H-carbazole-9-carboxamide